CC1=CC2=C(N=C(S2)N2C([C@H]3[C@H]4CC[C@@H]([C@H]3C2=O)C4)=O)C=C1 (1S,2S,6R,7R)-4-(6-methyl-1,3-benzothiazol-2-yl)-4-azatricyclo[5.2.1.02,6]decane-3,5-dione